ClCCCN1C=CC=C1 1-(3-chloropropyl)-1H-pyrrole